N-(4-aminophenyl)-3-hydroxypyrrolidine NC1=CC=C(C=C1)N1CC(CC1)O